3-(piperidin-4-ylmethyl)pyridine N1CCC(CC1)CC=1C=NC=CC1